bis-diethylaminotriazine C(C)N(CC)C1=CC(=NN=N1)N(CC)CC